triacontyl-carboxylate C(CCCCCCCCCCCCCCCCCCCCCCCCCCCCC)C(=O)[O-]